P(=O)(OCCCCCCCCCCC(C)C)(OCCCCCCCCCCC(C)C)OCCCCCCCCCCC(C)C triisotridecyl phosphate